4-[3-[4-Hydroxy-5-methyl-2-[2-(triazol-1-yl)ethyl]pyrazol-3-yl]-1H-1,2,4-triazol-5-yl]-1-methyl-pyrazolo[4,3-c]pyridine-6-carboxamide OC1=C(N(N=C1C)CCN1N=NC=C1)C1=NNC(=N1)C1=NC(=CC2=C1C=NN2C)C(=O)N